C1(C=CC(N1C=1C=C(C(=O)ON2C(C(CC2=O)S(=O)(=O)O)=O)C=CC1)=O)=O sulfosuccinimidyl m-maleimidobenzoate